N-tert-butyl-2-({2-[4-(2-methanesulfonylethoxy)pyridin-2-yl]-5H,6H,7H-cyclopenta[d]pyrimidin-4-yl}(methyl)amino)acetamide formate C(=O)O.C(C)(C)(C)NC(CN(C)C=1C2=C(N=C(N1)C1=NC=CC(=C1)OCCS(=O)(=O)C)CCC2)=O